(R)-1-(4-(6-chloro-2-(2-(diethylamino)ethoxy)-8-fluoro-7-(2-fluoro-6-hydroxyphenyl)quinazolin-4-yl)piperazin-1-yl)prop-2-en-1-one ClC=1C=C2C(=NC(=NC2=C(C1C1=C(C=CC=C1O)F)F)OCCN(CC)CC)N1CCN(CC1)C(C=C)=O